7H-imidazo[1,5-a]pyrazin-8-one C=1N=CN2C1C(NC=C2)=O